N-methoxy-N-({4-[5-(trifluoromethyl)-1,2,4-oxadiazin-3-yl]phenyl}methyl)cyclopropanecarboxamide CON(C(=O)C1CC1)CC1=CC=C(C=C1)C=1NOC=C(N1)C(F)(F)F